(R)-N-(2-(5-(3-aminopiperidine-1-carbonyl)-7-methoxy-1-methyl-1H-benzo[d]imidazol-2-yl)-1-(cyclopropylmethyl)-1H-indol-6-yl)methanesulfonamide N[C@H]1CN(CCC1)C(=O)C1=CC2=C(N(C(=N2)C=2N(C3=CC(=CC=C3C2)NS(=O)(=O)C)CC2CC2)C)C(=C1)OC